1,1,3,3-tetrakis-(trimethylsiloxy)disiloxane C[Si](O[SiH](O[SiH](O[Si](C)(C)C)O[Si](C)(C)C)O[Si](C)(C)C)(C)C